2-(1-Ethyl-5-allyloxy-1H-pyrazol-4-yl)-4-aminopyrimidine C(C)N1N=CC(=C1OCC=C)C1=NC=CC(=N1)N